FC1(C(CCCC1)(F)F)F tetrafluorocyclohexane